Cl.FC(OC1CC(C1)N)F (1s,3s)-3-(difluoromethoxy)cyclobutan-1-amine hydrochloride